3-methyl-1'-(4'-oxo-1,3-dihydro-4'H-spiro[indene-2,5'-[1,3]oxazol]-2'-yl)-7H-spiro[furo[3,4-b]pyridine-5,4'-piperidin]-7-one CC=1C=C2C(=NC1)C(OC21CCN(CC1)C=1OC2(C(N1)=O)CC1=CC=CC=C1C2)=O